1,1-Dibromo-2,2-bis(4-cyanatophenyl)ethylen BrC(=C(C1=CC=C(C=C1)OC#N)C1=CC=C(C=C1)OC#N)Br